C1NCC12CCN(CC2)C2=C(C=C(C=N2)N2C(NC(CC2)=O)=O)F 1-[6-(2,7-diazaspiro[3.5]nonan-7-yl)-5-fluoro-3-pyridyl]hexahydropyrimidine-2,4-dione